ClC1=C(C=CC(=C1)Cl)C1=C(C=2C=CC(=CC2CC1)C(=O)OC)OS(=O)(=O)C(F)(F)F methyl 6-(2,4-dichlorophenyl)-5-(trifluoromethylsulfonyloxy)-7,8-dihydronaphthalene-2-carboxylate